ClC=1N=C(C2=C(N1)CCC2)N([C@@H](C(=O)NC=2C=NC(=CC2)OC)C)C (2R)-2-([2-chloro-5H,6H,7H-cyclopenta[d]pyrimidin-4-yl](methyl)amino)-N-(6-methoxypyridin-3-yl)propanamide